N-(2-ethylhexyl)-8,9,10-trinorborn-5-ene-2,3-dicarboximide CCCCC(CC)CN1C(=O)C2C3CC(C2C1=O)C=C3